2-(3-azabicyclo[3.1.0]hexan-3-yl)-3,6-dimethyl-4-oxoquinazoline-8-carbaldehyde C12CN(CC2C1)C1=NC2=C(C=C(C=C2C(N1C)=O)C)C=O